4-(8-(tert-Butoxycarbonyl)-3,8-diazabicyclo[3.2.1]oct-3-yl)-2-((1-(hydroxymethyl)cyclopropyl)methoxy)-5,8-dihydropyrido[3,4-d]pyrimidine-7(6H)-carboxylic acid benzyl ester C(C1=CC=CC=C1)OC(=O)N1CC=2N=C(N=C(C2CC1)N1CC2CCC(C1)N2C(=O)OC(C)(C)C)OCC2(CC2)CO